(4-(6-hydroxyhexyl)-1-phenyl-1H-imidazol-2-yl)-3-(1-((2-(trimethylsilyl)ethoxy)methyl)-1H-indazol-5-yl)benzamide OCCCCCCC=1N=C(N(C1)C1=CC=CC=C1)C1=C(C(=O)N)C=CC=C1C=1C=C2C=NN(C2=CC1)COCC[Si](C)(C)C